NCC=1C=NN(C1)CC1=CC2=C(C(=NO2)NS(=O)(=O)C2=C(C=CC=C2OC)OC)C(=C1)OC(F)F N-(6-((4-(aminomethyl)-1H-pyrazol-1-yl)methyl)-4-(difluoromethoxy)benzo[d]isoxazol-3-yl)-2,6-dimethoxybenzenesulfonamide